CS(=O)(=O)C1=CC(=C(C=C1)NCC#CC=1N(C2=CC=CC(=C2C1)NC1CCN(CC1)CC(CO)O)CC(F)(F)F)OCCOC 3-(4-{[2-(3-{[4-methanesulfonyl-2-(2-methoxyethoxy)phenyl]amino}prop-1-yn-1-yl)-1-(2,2,2-trifluoroethyl)-1H-indol-4-yl]amino}piperidin-1-yl)propane-1,2-diol